1-bromo-3,5-difluorobromobenzene BrC1=C(C(=CC(=C1)F)F)Br